S1C(=CC=C1)S(=O)(=O)N1CCCC2=CC(=CC=C12)NS(=O)(=O)CC1=CC=C(C=C1)C N-(1-(thiophen-2-ylsulfonyl)-1,2,3,4-tetrahydroquinolin-6-yl)-1-(p-tolyl)methanesulfonamide